BrC1=CC=C2C=3C(=CC(=CC3N(C2=C1)C1=CC=CC=C1)Cl)Cl 7-bromo-2,4-dichloro-9-phenyl-9H-carbazole